C1=CC=CC=2C3=CC=CC=C3N(C12)C1=CC(=C(C=C1)P(C1=CC=CC=C1)(C1=CC=CC=C1)=O)C (4-(9H-carbazol-9-yl)-2-methylphenyl)diphenylphosphine oxide